FC(CNC(=O)C1=CN=C2N1C=C(C=C2)C2=CNC1=NC=C(C=C12)C1=CC=CC=C1)F N-(2,2-difluoroethyl)-6-(5-phenyl-1H-pyrrolo[2,3-b]pyridin-3-yl)imidazo[1,2-a]pyridine-3-carboxamide